4-n-octanoyl-phenol C(CCCCCCC)(=O)C1=CC=C(C=C1)O